C1CCC2=C(C=3CCCC3C=C12)NC(=O)N=[S@@](=O)(N)C=1C=NN2C1OC(CC2)(C)C (S)-N'-((1,2,3,5,6,7-hexahydro-s-indacen-4-yl)carbamoyl)-5,5-dimethyl-6,7-dihydro-5H-pyrazolo[5,1-b][1,3]oxazine-3-sulfonimidamide